(2R,3R,4R)-2-(6-chloro-2-(oct-1-yn-1-yl)-8-(thiophen-2-yl)-9H-purin-9-yl)tetrahydrofuran-3,4-diyl diacetate C(C)(=O)O[C@H]1[C@@H](OC[C@H]1OC(C)=O)N1C2=NC(=NC(=C2N=C1C=1SC=CC1)Cl)C#CCCCCCC